OC=1C2=C(N=C(N1)NC(=O)OC)C(=NN2CC2=C(C=C(C=N2)C=2CCN(CC2)C(=O)OC(C)(C)C)OC)I tert-butyl 6-((7-hydroxy-3-iodo-5-((methoxycarbonyl) amino)-1H-pyrazolo[4,3-d]pyrimidin-1-yl) methyl)-5-methoxy-3',6'-dihydro-[3,4'-bipyridine]-1'(2'H)-carboxylate